N1,N1,N2-tris(2-aminoethyl)ethane-1,2-diamine NCCN(CCNCCN)CCN